OC(COC1=CC(=NC=C1)C=1N=C(C2=C(N1)CCC2)N(CC(=O)O[Li])C)(C)C lithio 2-([2-[4-(2-hydroxy-2-methylpropoxy)pyridin-2-yl]-5H,6H,7H-cyclopenta[d]pyrimidin-4-yl](methyl)amino)acetate